Br.NC1CS(C=C1)(=O)=O 3-amino-2,3-dihydrothiophene-1,1-dioxide hydrobromide